F[C@@H]1C[C@H](N(C1)C(CC1=C(N=NN1)N1CCOCC1)=O)C(=O)N[C@@H](C1=CC=CC=C1)C1=CC(=C(C=C1)C(C)C)F (2S,4R)-4-fluoro-N-[(S)-[3-fluoro-4-(propan-2-yl)phenyl](phenyl)methyl]-1-{2-[4-(morpholin-4-yl)-1H-1,2,3-triazol-5-yl]acetyl}pyrrolidine-2-carboxamide